1-(2',5'-difluoro-[1,1'-biphenyl]-4-yl)-5-hydroxy-3-(4-methylthiazol-2-yl)tetrahydropyrimidin-2(1H)-one FC1=C(C=C(C=C1)F)C1=CC=C(C=C1)N1C(N(CC(C1)O)C=1SC=C(N1)C)=O